C1(CCC(N1[Co])=O)=O succinimidyl-cobalt